[Br-].C[NH+](CC1=CC=CC=C1)C di-methylbenzylammonium bromide